methyl (S)-4-((1-(6-oxo-5-(trifluoromethyl)-1,6-dihydropyridazin-4-yl)pyrrolidin-2-yl)methoxy)butanoate O=C1C(=C(C=NN1)N1[C@@H](CCC1)COCCCC(=O)OC)C(F)(F)F